C(CCCCC)(O)=N hexanimidic acid